(E)-3-((3-butyl-5-(4-fluorophenyl)-7-(methylthio)-1,1-dioxido-2,3,4,5-tetrahydro-1,2,5-benzothiadiazepin-8-yl)oxy)acrylic acid C(CCC)C1NS(C2=C(N(C1)C1=CC=C(C=C1)F)C=C(C(=C2)O/C=C/C(=O)O)SC)(=O)=O